C1(CC1)[C@H](C)N1C(C2=C(C=C(C=C2C1)C1=C(N=C(S1)NC(C)=O)C)[S@](=O)CC)=O N-(5-(2-((S)-1-cyclopropylethyl)-7-((R)-ethylsulfinyl)-1-oxoisoindolin-5-yl)-4-methylthiazol-2-yl)acetamide